BrC=1C=CC(=C(C1)NC[C@@H]1[C@H](C1)CCOC1=C(C=NN1C)C=1C=C(C(=O)OC)C=C(N1)C)[N+](=O)[O-] methyl 2-(5-(2-((1R,2S)-2-(((5-bromo-2-nitrophenyl) amino) methyl) cyclopropyl) ethoxy)-1-methyl-1H-pyrazol-4-yl)-6-methylisonicotinate